ethyl 1H-1,2,4-triazole-3-carboxylate N1N=C(N=C1)C(=O)OCC